2-(4-((2-(3-(1-acetylpiperidin-4-yl)-5'-fluoro-1'-methyl-1H,1'H-[4,6'-biindazol]-1-yl)-N-methylacetamido)methyl)-1H-1,2,3-triazol-1-yl)acetic acid C(C)(=O)N1CCC(CC1)C1=NN(C=2C=CC=C(C12)C1=C(C=C2C=NN(C2=C1)C)F)CC(=O)N(C)CC=1N=NN(C1)CC(=O)O